NC[C@@H]1CCOC2=C1C=CC(=C2)N(C)C2=CC(=C(C=C2)F)OC (4R)-4-(aminomethyl)-N-(4-fluoro-3-methoxyphenyl)-N-methyl-3,4-dihydro-2H-1-benzopyran-7-amine